6-((4-(7-methylimidazo[1,2-b]pyridazin-6-yl)piperidin-1-yl)sulfonyl)quinoline CC1=CC=2N(N=C1C1CCN(CC1)S(=O)(=O)C=1C=C3C=CC=NC3=CC1)C=CN2